[1-(3-fluoropropyl)azetidin-3-ylidenemethyl]benzonitrile FCCCN1CC(C1)=CC1=C(C#N)C=CC=C1